C(C)(C)(C)OC(=O)N1CC2=NN(C=C2C1)CC1=CC=C(C=C1)OC (4-methoxybenzyl)-2,6-dihydropyrrolo[3,4-c]pyrazole-5(4H)-carboxylic acid tert-butyl ester